(R)-1-(3-(4-amino-3-(4-phenoxyphenyl)-1H-pyrazolo[3,4-d]pyrimidin-1-yl)-piperidin-1-yl)-3-chloropropane-1-one NC1=C2C(=NC=N1)N(N=C2C2=CC=C(C=C2)OC2=CC=CC=C2)[C@H]2CN(CCC2)C(CCCl)=O